C(#N)C1=C(C=C(C=N1)NC([C@](C(=O)O)(C)O)=O)C(F)(F)F (2S)-3-[[6-cyano-5-(trifluoromethyl)-pyridin-3-yl]amino]-2-hydroxy-2-methyl-3-oxopropanoic acid